5-chloro-4-Methyl-3-oxo-(R)-N-(4-(8-fluoro-4-methyl-3-oxo-3,4-dihydro-2H-benzo[b][1,4]oxazin-7-yl)-5,6,7,8-tetrahydroisoquinolin-8-yl)propanamide ClC1C=2[C@](CN=CC2C(CC1)NC(CC=O)=O)(C=1C=CC2=C(OCC(N2C)=O)C1F)C